(S)-5,7-dihydrospiro[cyclopenta[b]pyridine-6,4'-piperidine]-5-amine trihydrochloride Cl.Cl.Cl.N1CCC2(CC1)[C@@H](C=1C(=NC=CC1)C2)N